3-(4-chlorophenyl)prop-2-en-1-one ClC1=CC=C(C=C1)C=CC=O